(S)-1-((4-(((R)-1-(3-(difluoromethyl)-2-fluorophenyl)ethyl)amino)-2-methylpyrido[3,4-d]pyrimidin-6-yl)sulfonyl)pyrrolidin-3-ol FC(C=1C(=C(C=CC1)[C@@H](C)NC=1C2=C(N=C(N1)C)C=NC(=C2)S(=O)(=O)N2C[C@H](CC2)O)F)F